7-(4-((4-(1-cyclopentyl-1H-1,2,3-triazol-4-yl)-5-fluoropyrimidin-2-yl)amino)phenoxy)-N-hydroxyheptanamide C1(CCCC1)N1N=NC(=C1)C1=NC(=NC=C1F)NC1=CC=C(OCCCCCCC(=O)NO)C=C1